pyrido[2,3-d][1]benzazepin-6-one C1=CC=NC2=CC(N=C3C(=C21)C=CC=C3)=O